CSC=1SC=2N=CNC(C2N1)=O 2-methylsulfanyl-6H-thiazolo[5,4-d]pyrimidin-7-one